tert-butyl 5-[[1-(4-nitrophenyl)-4-piperidinyl] amino]-3,4-dihydro-1H-isoquinoline-2-carboxylate [N+](=O)([O-])C1=CC=C(C=C1)N1CCC(CC1)NC1=C2CCN(CC2=CC=C1)C(=O)OC(C)(C)C